methyl N-[2-[[(1S)-3-(methylamino)-1-[[(3S,5R)-5-methyl-2-oxo-pyrrolidin-3-yl]methyl]-2,3-dioxo-propyl]carbamoyl]phenyl]carbamate CNC(C([C@H](C[C@H]1C(N[C@@H](C1)C)=O)NC(=O)C1=C(C=CC=C1)NC(OC)=O)=O)=O